3-[(3-Hydroxy-2-nitrophenoxy)methyl]benzaldehyde OC=1C(=C(OCC=2C=C(C=O)C=CC2)C=CC1)[N+](=O)[O-]